N1C[C@H](CC1)OCC1=NC=CC=C1 |r| 2-[[rac-(3S)-pyrrolidin-3-yl]oxymethyl]pyridine